tert-Butyl 4-[2-(2-methoxyethoxy)ethyl]piperazine-1-carboxylate COCCOCCN1CCN(CC1)C(=O)OC(C)(C)C